(2S,5'S)-N-(2-(2,4-dichloro-phenyl)cyclopropyl)-5'-fluoro-6',7'-dihydro-5'H-spiro[oxirane-2,8'-quinoline]-5'-carboxamide ClC1=C(C=CC(=C1)Cl)C1C(C1)NC(=O)[C@]1(C=2C=CC=NC2[C@]2(CC1)OC2)F